FC=1C(=CC2=C(NC(=N2)NC(OCCOC)=O)C1)C1=C(C=CC(=C1)CC1=NNC(C2=CC=CC=C12)=O)F 2-Methoxyethyl (6-fluoro-5-(2-fluoro-5-((4-oxo-3,4-dihydrophthalazin-1-yl)methyl)phenyl)-1H-benzoimidazol-2-yl)carbamate